C(C)(C)(C)NC(=O)NC=1C(=CC2=C(O[C@@H](C(N2[C@@H](C)C2=CC=CC=C2)=O)C)C1)F 1-(tert-butyl)-3-((R)-6-fluoro-2-methyl-3-oxo-4-((S)-1-phenylethyl)-3,4-dihydro-2H-benzo[b][1,4]oxazin-7-yl)urea